CN(C)CC1(CC1)COC=1N=C(C2=C(N1)C(=C(N=C2)C2=CC(=CC1=CC=C(C(=C21)CC)F)O)F)N2C[C@H]1C[C@H]([C@@H](C2)C1)O (1R,5R,6R)-3-(2-((1-((dimethylamino)methyl)cyclopropyl)methoxy)-7-(8-ethyl-7-fluoro-3-hydroxynaphthalen-1-yl)-8-fluoropyrido[4,3-d]pyrimidin-4-yl)-3-azabicyclo[3.2.1]octan-6-ol